((1R)-2-([1,1'-biphenyl]-4-yl)-1-(2-methyl-3-oxo-3-((3-(trifluoromethyl)benzyl)amino)propionamido)ethyl)boric acid C1(=CC=C(C=C1)C[C@H](NC(C(C(NCC1=CC(=CC=C1)C(F)(F)F)=O)C)=O)OB(O)O)C1=CC=CC=C1